3-(1-(4-fluoro-3-methylphenyl)-5-hydroxy-2-isopropyl-1H-indol-3-yl)azetidin FC1=C(C=C(C=C1)N1C(=C(C2=CC(=CC=C12)O)C1CNC1)C(C)C)C